L-alanyl-D-glutamic acid N[C@@H](C)C(=O)N[C@H](CCC(=O)O)C(=O)O